C[C@H]1CN(CCN1C)C1=C(N)C=C(C(=C1)F)B1OC(C(O1)(C)C)(C)C (S)-2-(3,4-dimethylpiperazin-1-yl)-4-fluoro-5-(4,4,5,5-tetramethyl-1,3,2-dioxaborolan-2-yl)aniline